C(#N)C1(CC1)NS(=O)(=O)C=1C=C(C=2N(C1)C(=NC2)C=2SC(=NN2)C(F)(F)F)N2CCN(CC2)C(C(C(F)(F)F)O)=O N-(1-cyanocyclopropyl)-8-(4-(3,3,3-trifluoro-2-hydroxypropanoyl)piperazin-1-yl)-3-(5-(trifluoromethyl)-1,3,4-thiadiazol-2-yl)imidazo[1,5-a]pyridine-6-sulfonamide